COC(=O)C1(SCC(N1S(=O)(=O)C1=CC=CC=C1)O)C 4-hydroxy-2-methyl-3-(phenylsulfonyl)thiazolidine-2-carboxylic acid methyl ester